4-[3-(4-azaspiro[2.4]heptan-4-yl)-6-azaspiro[3.4]octan-6-yl]-3-chloro-N-[(2,4-dimethoxyphenyl)methyl]-2,6-difluoro-N-(6-fluoro-2-pyridyl)benzenesulfonamide C1CC12N(CCC2)C2CCC21CN(CC1)C1=C(C(=C(C(=C1)F)S(=O)(=O)N(C1=NC(=CC=C1)F)CC1=C(C=C(C=C1)OC)OC)F)Cl